NC=1C=C(C=NC1N1C([C@@H]2C[C@@H]2C1)=O)CN1N=CC(=C1)NC(=O)C1=NC(=CN=C1C)C1=C(C(=CC=C1C(F)F)Cl)F N-(1-((5-amino-6-((1r,5s)-2-oxo-3-azabicyclo[3.1.0]hex-3-yl)pyridin-3-yl)methyl)-1H-pyrazol-4-yl)-6-(3-chloro-6-(difluoromethyl)-2-fluorophenyl)-3-methylpyrazine-2-carboxamide